8-[(2S)-2-(methoxymethyl)piperazin-1-yl]-4-methyl-3,4,6,10b-tetrahydro-1H-pyrazino[2,1-a]isoindol COC[C@H]1N(CCNC1)C=1C=C2CN3C(C2=CC1)CNCC3C